BrC1=C(C2=C(C(=C(C(=C2C(=C1[2H])[2H])[2H])[2H])[2H])[2H])[2H] 2-bromonaphthalen-1,3,4,5,6,7,8-d7